NCCOCCOCCOCCOC[C@H]1OC[C@H]([C@@H]2[C@H]1OC(O2)(C)C)NC2=NC(=NC(=C2)OC)OC N-((3aR,4R,7R,7aR)-4-(13-amino-2,5,8,11-tetraoxatridecyl)-2,2-dimethyltetrahydro-4H-[1,3]dioxolo[4,5-c]pyran-7-yl)-2,6-dimethoxypyrimidin-4-amine